(R)-5-acetamido-N-(1-(naphthalen-1-yl)ethyl)isophthalamide C(C)(=O)NC=1C=C(C=C(C(=O)N[C@H](C)C2=CC=CC3=CC=CC=C23)C1)C(=O)N